(R)-7-bromo-2-methyl-4-((S)-1-phenylethyl)-6-(trifluoromethyl)-2H-benzo[b][1,4]oxazin-3(4H)-one BrC=1C(=CC2=C(O[C@@H](C(N2[C@@H](C)C2=CC=CC=C2)=O)C)C1)C(F)(F)F